acryloylamino-1,2,2,6,6-pentaMethylpiperidine C(C=C)(=O)NC1C(N(C(CC1)(C)C)C)(C)C